N1C=CC2=CC=C(C=C12)NC1=CC=C(C(=N1)OC)C(=O)OC methyl 6-[(1H-indol-6-yl)amino]-2-methoxypyridine-3-carboxylate